(4-aminoimidazo[1,5-a]quinoxalin-8-yl)((3S,4aS,9bS)-3-fluoro-7-(trifluoromethoxy)-3,4,4a,9b-tetrahydrobenzofuro[3,2-b]pyridin-1(2H)-yl)methanone NC=1C=2N(C3=CC(=CC=C3N1)C(=O)N1[C@@H]3[C@H](C[C@@H](C1)F)OC1=C3C=CC(=C1)OC(F)(F)F)C=NC2